3-[4-(1,3-benzothiazol-2-ylmethyl)piperazin-1-yl]-5-(cyclopropylmethylamino)pyridine-2-carbonitrile S1C(=NC2=C1C=CC=C2)CN2CCN(CC2)C=2C(=NC=C(C2)NCC2CC2)C#N